CC(CNC1=NC=C(C=C1)C=1OC(=NN1)C)CN 2-Methyl-N1-(5-(5-methyl-1,3,4-oxadiazol-2-yl)pyridin-2-yl)propane-1,3-diamine